cesium formamidinium lead bromide [Pb](Br)Br.C(=[NH2+])N.[Cs+]